1-(4-chlorobenzoyl)pyrimidine-2,4(1H,3H)-dione ClC1=CC=C(C(=O)N2C(NC(C=C2)=O)=O)C=C1